2-[bis(3,5-trifluoromethylphenylphosphino)-3,6-dimethoxy]-2',6'-dimethylamino-1,1'-biphenyl CN(C)C1=C(C(=CC=C1)N(C)C)C2=C(C=CC(=C2P(C3=CC(=CC(=C3)C(F)(F)F)C(F)(F)F)C4=CC(=CC(=C4)C(F)(F)F)C(F)(F)F)OC)OC